C(C)(C)(C)OC(=O)N1C(CC(CC1)(C1=NC=CC=C1)O)(C)C 4-hydroxy-2,2-dimethyl-4-(2-pyridinyl)piperidine-1-carboxylic acid tert-butyl ester